5-chloro-N-(1-(4-nitrobenzyl)-1H-pyrazol-4-yl)-4-(1-(benzenesulfonyl)-1H-pyrazol-3-yl)pyrimidin-2-amine ClC=1C(=NC(=NC1)NC=1C=NN(C1)CC1=CC=C(C=C1)[N+](=O)[O-])C1=NN(C=C1)S(=O)(=O)C1=CC=CC=C1